2-Butylpyridine C(CCC)C1=NC=CC=C1